ClC1=CC=C(N=N1)N=CN(C)C N'-(6-Chloropyridazin-3-yl)-N,N-dimethylformamidine